amino-2-(3,5-dichloro-4-((5-(dimethylamino)-6-oxo-1,6-dihydropyridin-3-yl)oxy)phenyl)-1,2,4-triazine NC=1N(NC=CN1)C1=CC(=C(C(=C1)Cl)OC1=CNC(C(=C1)N(C)C)=O)Cl